CC1(OB(OC1(C)C)C=1C=C2CCN(CC2=CC1)C(C)=O)C 1-(6-(4,4,5,5-tetramethyl-1,3,2-dioxaborolan-2-yl)-3,4-dihydroisoquinolin-2(1H)-yl)ethan-1-one